3-oxo-4-cholen-24-oate O=C1C=C2CC[C@H]3[C@@H]4CC[C@H]([C@@H](CCC(=O)[O-])C)[C@]4(CC[C@@H]3[C@]2(CC1)C)C